(4R,5R)-5-(benzyloxy)-1,2-dithian-4-yl o-tolyl ((((2R,3S,5R)-5-(2-amino-6-mercapto-9H-purin-9-yl)-3-hydroxytetrahydrofuran-2-yl)methoxy)methyl)phosphonate NC1=NC(=C2N=CN(C2=N1)[C@H]1C[C@@H]([C@H](O1)COCP(O[C@H]1CSSC[C@@H]1OCC1=CC=CC=C1)(OC1=C(C=CC=C1)C)=O)O)S